C(#N)C1=CC(=C(COC2=CC=CC(=N2)C2=CC=C(C=3CCOC32)CC3=NC2=C(N3C[C@H]3OCC3)C=C(C=C2)C(=O)O)C=C1)F (S)-2-((7-(6-((4-cyano-2-fluorobenzyl)oxy)pyridin-2-yl)-2,3-dihydrobenzofuran-4-yl)methyl)-1-(oxetan-2-ylmethyl)-1H-benzo[d]imidazole-6-carboxylic acid